(S)-N-(4-(3-((2-(difluoromethoxy)phenethyl)amino)-2-hydroxypropoxy)phenyl)-N-methylsulfonamide FC(OC1=C(CCNC[C@@H](COC2=CC=C(C=C2)N(S(=O)=O)C)O)C=CC=C1)F